N-(2-pyridyl)piperazine N1=C(C=CC=C1)N1CCNCC1